ethyl-(4-hydroxybutyl)dimethylammonium C(C)[N+](C)(C)CCCCO